NC=1C2=C(N=CN1)N(C(=C2C2=CC(=C(C=C2)OC2=NC(=CC=C2)C)OC)C2=CC=C(C=C2)NC(CC)=O)C N-(4-(4-amino-5-(3-methoxy-4-((6-methylpyridin-2-yl)oxy)phenyl)-7-methyl-7H-pyrrolo[2,3-d]pyrimidin-6-yl)phenyl)propionamide